diphenyl(dimethylfluorenyl)phosphine oxide C1(=CC=CC=C1)P(C1=C(C(=CC=2C3=CC=CC=C3CC12)C)C)(C1=CC=CC=C1)=O